C[C@H]1CC[C@@H](N(C1)C(C(=O)NC=1C2=C(C=NC1)C=NN2COCC[Si](C)(C)C)=O)C2=CC(=CC=C2)OC[C@@H]2N(CCC2)C 2-((2R,5S)-5-methyl-2-(3-(((R)-1-methylpyrrolidin-2-yl)methoxy)phenyl)piperidin-1-yl)-2-oxo-N-(1-((2-(trimethylsilyl)ethoxy)methyl)-1H-pyrazolo[4,3-c]pyridin-7-yl)acetamide